2-[[2-(2,6-dioxo-3-piperidinyl)-3-oxo-isoindolin-5-yl]amino]acetic acid O=C1NC(CCC1N1CC2=CC=C(C=C2C1=O)NCC(=O)O)=O